O=C1CC(C1)C(=O)O (3-oxocyclobutyl)carboxylic acid